C(C(=C)C)(=O)O.B(F)(F)F.[Na] sodium trifluoroborate-methacrylic acid